2,4,6-trimercapto-s-triazine trisodium salt [Na].[Na].[Na].SC1=NC(=NC(=N1)S)S